N-(3-((4-methylpiperazin-1-yl)methyl)-1,2,4-thiadiazol-5-yl)-5-(3-(trifluoromethoxy)phenyl)furan-3-carboxamide CN1CCN(CC1)CC1=NSC(=N1)NC(=O)C1=COC(=C1)C1=CC(=CC=C1)OC(F)(F)F